CC1=NC=CN1C(C1=CC=C(C=C1)[N+](=O)[O-])=O Methyl-3-(4-nitrobenzoyl)imidazole